N1=C(C=CC2=CC=C3C=CC=NC3=C12)C=1C2=CC=CC=C2C(=C2C=CC=CC12)C1=NC2=C3N=CC=CC3=CC=C2C=C1 9,10-bis(1,10-phenanthroline-2-yl)anthracene